CC1(N(C(OC1)=O)C1=NC(=C(C(=O)OCC2=CC=CC=C2)C=C1)N1CCC2(CC2)CC1)C Benzyl 6-(4,4-dimethyl-2-oxooxazolidin-3-yl)-2-(6-azaspiro[2.5]octan-6-yl)nicotinate